O=C(CCN(CCN1N=CC(=C1)CN(CCC(=O)OC(CCCCCC)CCCCCCCC)CCC(=O)OC(CCCCCC)CCCCCCCC)CCC(=O)OC(CCCCCC)CCCCCCCC)OC(CCCCCC)CCCCCCCC di(pentadecan-7-yl) 3,3'-(((1-(2-(bis(3-oxo-3-(pentadecan-7-yloxy)propyl)amino)ethyl)-1H-pyrazol-4-yl)methyl)azanediyl)dipropionate